The molecule is a monocarboxylic acid anion resulting from the deprotonation of the carboxy group of (R)-imazamox. It is a conjugate base of a (R)-imazamox. It is an enantiomer of a (S)-imazamox(1-). CC(C)[C@@]1(C(=O)NC(=N1)C2=C(C=C(C=N2)COC)C(=O)[O-])C